N1N=C(C=2CCCCC12)C(=O)N 1,4,6,7-tetrahydroindazole-3-carboxamide